CN(CCCNC(=O)C=1C=C2C(=NNC2=CC1)C1=NC2=C(N1)C=C(C=C2)C)C N-(3-(dimethylamino)propyl)-3-(6-methyl-1H-benzo[d]imidazol-2-yl)-1H-indazole-5-carboxamide